C(C)(C)(C)SC1=C(C=CC=C1)C1=NNC(=C1O)C 3-(2-(tert-butylthio)phenyl)-5-methyl-pyrazol-4-ol